methoxy-phenyl-amide CO[N-]C1=CC=CC=C1